4-(methyl-(phenyl)amino)butanoic acid CN(CCCC(=O)O)C1=CC=CC=C1